Cl.NC1=C2C(=NC=N1)N(N=C2C)[C@@H](C)C=2C(=C(C(=C(C2)Cl)F)[C@H]2CC(NC2)=O)OCC (R)-4-(3-((S)-1-(4-amino-3-methyl-1H-pyrazolo[3,4-d]pyrimidin-1-yl)ethyl)-5-chloro-2-ethoxy-6-fluorophenyl)pyrrolidin-2-one hydrochloride